(S)-5-oxo-4-((S)-2-(2-oxo-2-((4-(trifluoromethoxy)phenyl)amino)acetamido)propanamido)-6-(2,3,5,6-tetrafluorophenoxy)hexanoic acid O=C([C@H](CCC(=O)O)NC([C@H](C)NC(C(NC1=CC=C(C=C1)OC(F)(F)F)=O)=O)=O)COC1=C(C(=CC(=C1F)F)F)F